C(C=C)N(S(=O)(=O)C1=CC=C(C=C1)C)C1=C(C=CC=C1)C(=C)C1=CC=C(C=C1)C N-allyl-4-methyl-N-(2-(1-(p-tolyl)vinyl)phenyl)benzenesulfonamide